sodium 10-hydroxy-2-decenoate OCCCCCCCC=CC(=O)[O-].[Na+]